The molecule is an L-5-monosubstituted hydantoin in which the substituent is specified as 2-(methylthio)ethyl. It derives from a L-methionine. It is an enantiomer of a (R)-5-[2-(methylthio)ethyl]hydantoin. CSCC[C@H]1C(=O)NC(=O)N1